N1(CCCC1)CCCCNCCCCN1CCCC1 bis(4-(pyrrolidinyl)butyl)amine